ClC=1C(=C(C=CC1Cl)O)[C@@H]1CC2=NN=C(N2C1)C1CNCC1 3,4-dichloro-2-((6S)-3-(pyrrolidin-3-yl)-6,7-dihydro-5H-pyrrolo[2,1-c][1,2,4]triazol-6-yl)phenol